ClC1=CC=C(C(=N1)C(=O)OC)CC#N methyl 6-chloro-3-(cyanomethyl)picolinate